ClC=1C2=C(N=CN1)N(C=C2)[C@@H]2[C@@H]1[C@]([C@@H]3[C@H]2OC(O3)(C)C)(C1)CCC1=CC=C3C=CC(=NC3=C1)NC 7-(2-((3aR,3bR,4aS,5R,5aS)-5-(4-chloro-7H-pyrrolo[2,3-d]pyrimidin-7-yl)-2,2-dimethyltetrahydrocyclopropa[3,4]cyclopenta[1,2-d][1,3]dioxol-3b-yl)ethyl)-N-methylquinolin-2-amine